1-[(5-Chloro-3-pyridyl)methyl]-6-[3-(difluoromethyl)-4-fluoro-phenyl]pyrazolo[4,3-b]pyridine ClC=1C=C(C=NC1)CN1N=CC2=NC=C(C=C21)C2=CC(=C(C=C2)F)C(F)F